F[B-](F)(F)F.C1(CC1)[S+](C1=CC=CC=C1)C1=CC=CC=C1 Cyclopropyl(diphenyl)sulfonium (tetrafluoroborate)